FC1(CCN(CC1)C1=NC(=CC2=C1N=NC(=C2)OC)N=C(C2=CC=CC=C2)C2=CC=CC=C2)F 8-(4,4-difluoropiperidin-1-yl)-N-(diphenylmethylene)-3-methoxypyrido[3,4-c]pyridazin-6-amine